dimethyl rel-(1R,3S,5s)-5-((4-((tert-butyldimethylsilyl)oxy)butyl)(methyl)amino)-cyclohexane-1,3-dicarboxylate [Si](C)(C)(C(C)(C)C)OCCCCN(C1C[C@H](C[C@H](C1)C(=O)OC)C(=O)OC)C |o1:15,17|